ClC1=CC=C2C3(C(NC2=C1)=O)C1(NC(C3)C(=O)N[C@@H]3CC[C@H](CC3)O)CCC(CC1)(C)C 6''-chloro-N-(trans-4-hydroxycyclohexyl)-4,4-dimethyl-2''-oxo-1'',2''-dihydrodispiro[cyclohexane-1,2'-pyrrolidine-3',3''-indole]-5'-carboxamide